ClC1=CC(=C(C=C1C)C1CCNCC1)F 4-(4-Chloro-2-fluoro-5-methylphenyl)piperidine